N-(2-ethynylphenyl)-4-methyl-N-(3-p-methylphenyl-2-propynyl)benzenesulfonamide C(#C)C1=C(C=CC=C1)N(S(=O)(=O)C1=CC=C(C=C1)C)CC#CC1=CC=C(C=C1)C